N-(5-((1-cyanocyclopropyl)methoxy)-4-((2-(1,1-difluoroethyl)-6-methylpyrimidin-4-yl)amino)pyridin-2-yl)acetamide C(#N)C1(CC1)COC=1C(=CC(=NC1)NC(C)=O)NC1=NC(=NC(=C1)C)C(C)(F)F